FC1=C(C(=CC=C1)C)C1CCC2(CN(C2)C(=O)C2CC(C2)(C)O)CC1 (7-(2-Fluoro-6-methylphenyl)-2-azaspiro[3.5]nonan-2-yl)((1s,3s)-3-hydroxy-3-methylcyclobutyl)methanone